lithium oxygen bromide O(Br)Br.[Li]